2-[1-(4,4-dimethyl-1-cyclopenten-1-yl)ethoxy]-2-methylpropyl propionate C(CC)(=O)OCC(C)(C)OC(C)C1=CCC(C1)(C)C